NC1=NC2=C(C=C(C1)C(N(CCC)OCC)=O)C=CC(=C2)C(=O)O 2-amino-4-[ethoxy(propyl)carbamoyl]-3H-1-benzazepine-8-carboxylic acid